C(CCCC)[Si](OC(C)C)(OC(C)C)OC(C)C n-pentyltri(i-propoxy)silane